2'-(methylthio)-2,3,5',8'-tetrahydro-6'H-spiro[indene-1,7'-quinazolin]-4'-ol CSC1=NC=2CC3(CCC2C(=N1)O)CCC1=CC=CC=C13